3-((tert-Butyldimethylsilyl)oxy)bicyclo(1.1.1)pentane-1-carboxylic acid methyl ester COC(=O)C12CC(C1)(C2)O[Si](C)(C)C(C)(C)C